COC=1C=C(C(=O)NN2CCNCC2)C=CC1 3-methoxy-N-(piperazin-1-yl)benzamide